C(\C=C(/C)\CCC=C(C)C)(=O)OCC1(CC1)CO (1-(hydroxymethyl)cyclopropyl)methyl geranate